C1(CCCCC1)C=1C=CC(=NC1)CN(C(C(F)(F)F)=O)C=1C=C2CN(C(C2=CC1)=O)C(=O)OC(C)(C)C tert-butyl 5-(N-((5-cyclohexylpyridin-2-yl)methyl)-2,2,2-trifluoroacetamido)-1-oxoisoindoline-2-carboxylate